NCCCC(CCNCCCN1CCN(CC1)CCCNCCC(CCCCCCCCCCC)CCCN)CCCCCCCCCCC 1,4-bis[(3-(3-aminopropyl)-myristyl-amino)-propyl]piperazine